CN(C1(CC1)C1CNCCO1)C N,N-dimethyl-1-(morpholin-2-yl)cyclopropan-1-amine